8,8-dimethyl-2-(3-methyl-4-(trifluoromethyl)isoxazole-5-carbonyl)-7-oxo-2-azaspiro[3.5]non-5-ene-6-carbonitrile CC1(C(C(=CC2(CN(C2)C(=O)C2=C(C(=NO2)C)C(F)(F)F)C1)C#N)=O)C